F[C@H]1C[C@H](N(C1)C(CN1CCC(CC1)NC1=C2C=C(N=CC2=CC=C1)OC)=O)C#N (2S,4S)-4-fluoro-1-[2-[4-[(3-methoxy-5-isoquinolyl)amino]-1-piperidyl]acetyl]pyrrolidine-2-carbonitrile